4-((3-(5-amino-6-(tert-butylcarbamoyl)-2-(methylthio)thieno[2,3-d]pyrimidine-4-yl)phenyl)carbamoyl)pyridine 1-oxide NC1=C(SC=2N=C(N=C(C21)C=2C=C(C=CC2)NC(=O)C2=CC=[N+](C=C2)[O-])SC)C(NC(C)(C)C)=O